α-hydroxytetracosylphosphonic acid OC(CCCCCCCCCCCCCCCCCCCCCCC)P(O)(O)=O